C(#N)CC(=O)N1CC(=CC1)C1=C2C(=NC(=C1)NC(=O)C1CC1)NC=C2 N-(4-(1-(2-cyanoacetyl)-2,5-dihydro-1H-pyrrol-3-yl)-1H-pyrrolo[2,3-b]pyridin-6-yl)cyclopropylcarboxamide